methyl ((2,6-dichloropyridin-3-yl)methyl)(1,3-dioxoisoindolin-2-yl)carbamate ClC1=NC(=CC=C1CN(C(OC)=O)N1C(C2=CC=CC=C2C1=O)=O)Cl